C1C=CC2=CC(=CC=C12)OB(O)O 5-indenylboric acid